[Na+].IC1=CC=C(C=C1)N1[NH2+]C(=NN1C1=CC=C(C=C1)[N+](=O)[O-])C1=C(C=C(C=C1)S(=O)(=O)O)S(=O)(=O)O 2-(4-Iodophenyl)-3-(4-nitrophenyl)-5-(2,4-disulfophenyl)-2H-tetrazolium, monosodium salt